3-(1-phenyl-N-Boc-methylamino)-5-phenylpyridine (tert-butyl ((5-benzylpyridin-3-yl)(phenyl)methyl)carbamate) C(C)(C)(C)N(C(O)=O)C(C1=CC=CC=C1)C=1C=NC=C(C1)CC1=CC=CC=C1.C1(=CC=CC=C1)CN(C(=O)OC(C)(C)C)C=1C=NC=C(C1)C1=CC=CC=C1